5-bromo-1-(1-((tert-butyldimethylsilyl)oxy)propan-2-yl)-2-(chloromethyl)-1H-imidazo[4,5-b]pyridine BrC1=CC=C2C(=N1)N=C(N2C(CO[Si](C)(C)C(C)(C)C)C)CCl